[Al+3].[N+](=O)([O-])[O-].[N+](=O)([O-])[O-].[N+](=O)([O-])[O-] nitrate aluminum salt